1-(4-iodobenzyl)pseudouridine triphosphate P(O)(=O)(OP(=O)(O)OP(=O)(O)O)OC[C@@H]1[C@H]([C@H]([C@@H](O1)C1=CN(C(=O)NC1=O)CC1=CC=C(C=C1)I)O)O